(S)-2-((5-chloro-4-((3-(2,3-dihydrobenzo[b][1,4]dioxin-6-yl)-2-methylbenzyl)oxy)-2-(3-(dimethylamino)propoxy)benzyl)amino)-3-hydroxypropanoic acid ClC=1C(=CC(=C(CN[C@H](C(=O)O)CO)C1)OCCCN(C)C)OCC1=C(C(=CC=C1)C1=CC2=C(OCCO2)C=C1)C